(R)-N-[(1R)-1-(3-chloro-10-methyl-8-oxo-5,6-dihydro-1,6-naphthyridino[5,6-b]quinazolin-12-yl)ethyl]-2-methyl-propane-2-sulfinamide ClC1=NC=2CCN3C(=NC4=C(C=C(C=C4C3=O)C)[C@@H](C)N[S@](=O)C(C)(C)C)C2C=C1